3-(4-(tert-butyl)phenyl)quinoxalin-6-amine C(C)(C)(C)C1=CC=C(C=C1)C=1C=NC2=CC=C(C=C2N1)N